FC(C(=O)O)(F)F.NCC(CN1N=CN(C1=O)C1=C(C=C(C=N1)N1C(CCC2=CC=CC(=C12)C)=O)C)=C(F)F [6-[1-[2-(aminomethyl)-3,3-difluoro-allyl]-5-oxo-1,2,4-triazol-4-yl]-5-methyl-3-pyridinyl]-8-methyl-3,4-dihydro-1H-quinolin-2-one trifluoroacetate